Cl[Si]1(CC[SiH](CC1)CC)Cl 1,1-dichloro-4-ethyl-1,4-disilacyclohexane